3-(4-amino-7-bromo-2-(1-(pyridin-2-yl)ethyl)-2H-[1,2,3]triazolo[4,5-C]pyridin-6-yl)benzonitrile NC1=NC(=C(C=2C1=NN(N2)C(C)C2=NC=CC=C2)Br)C=2C=C(C#N)C=CC2